5-[[2-[(2S,5R)-2-(benzothiophen-3-yl)-5-methyl-1-piperidyl]-2-oxo-acetyl]amino]pyridine-3-carboxamide S1C=C(C2=C1C=CC=C2)[C@H]2N(C[C@@H](CC2)C)C(C(=O)NC=2C=C(C=NC2)C(=O)N)=O